NC1=NC=CC(=C1Cl)SC1=CN=C(N=N1)N1CCC2(CC1)[C@H](C1=CC(=C(C=C1C2)OC)Cl)N (R)-1'-(6-((2-amino-3-chloropyridin-4-yl)thio)-1,2,4-triazin-3-yl)-6-chloro-5-methoxy-1,3-dihydrospiro[indene-2,4'-piperidin]-1-amine